4-nitrophenyl (E)-3-(4-((bis(2-(butyrylthio)ethoxy)phosphoryl)difluoromethyl)phenyl)acrylate C(CCC)(=O)SCCOP(=O)(OCCSC(CCC)=O)C(C1=CC=C(C=C1)/C=C/C(=O)OC1=CC=C(C=C1)[N+](=O)[O-])(F)F